tert-Butyl 2-(2-formylphenyl)-5-(trifluoromethyl)piperidine-1-carboxylate 5-(trifluoromethyl)piperidine-1-carboxylate FC(C1CCCN(C1)C(=O)O)(F)F.C(=O)C1=C(C=CC=C1)C1N(CC(CC1)C(F)(F)F)C(=O)OC(C)(C)C